2-(5-(((1R,2R,3S,5S)-2-fluoro-1,5-dimethyl-8-azabicyclo[3.2.1]octan-3-yl)oxy)-1,3,4-thiadiazol-2-yl)-5-(2-methoxypyridin-4-yl)phenol F[C@@H]1[C@]2(CC[C@@](C[C@@H]1OC1=NN=C(S1)C1=C(C=C(C=C1)C1=CC(=NC=C1)OC)O)(N2)C)C